1-(4-bromo-2-(6-azaspiro[2.5]octan-6-yl)phenyl)-3-(2-(4,4-difluoropiperidin-1-yl)-6-methylpyrimidin-4-yl)propane-1,3-dione BrC1=CC(=C(C=C1)C(CC(=O)C1=NC(=NC(=C1)C)N1CCC(CC1)(F)F)=O)N1CCC2(CC2)CC1